Cl.NC(C(=O)O)(C)N Diaminopropionic acid hydrochloride